5-bromo-1-hydroxy-3H-2,1-benzoxazolylborane BrC=1C=CC2=C(C(ON2O)B)C1